propyldimethylaminobromide C(CC)CN(C)Br